ClC1=C(C(=O)C2=CNC3=C2C2=C(NC(C(N2)(C)COC)=O)C=N3)C=CC(=C1)OC1=NC=CC(=C1)C1CC1 9-(2-chloro-4-((4-Cyclopropylpyridin-2-yl)oxy)benzoyl)-2-(methoxymethyl)-2-methyl-4,7-dihydro-1H-pyrrolo[3',2':5,6]pyrido[3,4-b]pyrazin-3(2H)-one